9,9',9''-(5-phenyl-4-(4-(pyridin-2-yl)phenyl)pyridine-2,3,6-triyl)tris(3,6-diphenyl-9H-carbazole) C1(=CC=CC=C1)C=1C(=C(C(=NC1N1C2=CC=C(C=C2C=2C=C(C=CC12)C1=CC=CC=C1)C1=CC=CC=C1)N1C2=CC=C(C=C2C=2C=C(C=CC12)C1=CC=CC=C1)C1=CC=CC=C1)N1C2=CC=C(C=C2C=2C=C(C=CC12)C1=CC=CC=C1)C1=CC=CC=C1)C1=CC=C(C=C1)C1=NC=CC=C1